ClC1=NC=C(C=C1)C1CCNCC1 2-chloro-5-(4-piperidinyl)pyridine